1-[3-(dimethylamino)propyl]-5-fluoro-1,3-dihydro-3-[(5-methoxy-1H-indol-3-yl)methylene]-2H-indol-2-one CN(CCCN1C(C(C2=CC(=CC=C12)F)=CC1=CNC2=CC=C(C=C12)OC)=O)C